8-[(1R)-1-aminoethyl]-2-[(2S,6R)-2,6-dimethylmorpholin-4-yl]-6-methyl-chromen-4-one N[C@H](C)C=1C=C(C=C2C(C=C(OC12)N1C[C@@H](O[C@@H](C1)C)C)=O)C